C1(=CC=CC=C1)NC(NC=1C=C(C=CC1)C1=CC=CS1)=O 5-(3-(3-phenylureido)phenyl)-1H-thiophene